(6S)-6-(2-Chloro-3-{[6-methyl-5-(trifluoromethyl)pyridin-3-yl]-amino}phenyl)-2-imino-6-methyl-3-(tetrahydropyran-4-yl)hexahydropyrimidin-4-one ClC1=C(C=CC=C1NC=1C=NC(=C(C1)C(F)(F)F)C)[C@@]1(CC(N(C(N1)=N)C1CCOCC1)=O)C